C(O)CN.NCCO 2-aminoethanol (ethanolamine) salt